1-(3-aminophenyl)-3-(3,4-dimethoxyphenyl)propan-1-one NC=1C=C(C=CC1)C(CCC1=CC(=C(C=C1)OC)OC)=O